FC1=CC=C(C=C1)C1=NN2C(OCC3(C2)CC3)=C1[B-]1(OC(C(O1)(C)C)(C)C)O 2-(2'-(4-fluorophenyl)-5'H,7'H-spiro[cyclopropane-1,6'-pyrazolo[5,1-b][1,3]oxazin]-3'-yl)-2-hydroxy-4,4,5,5-tetramethyl-1,3,2-dioxaborolan-2-uide